Ethyl (R,E)-6-amino-4-octanamido-6-oxohex-2-enoate NC(C[C@H](/C=C/C(=O)OCC)NC(CCCCCCC)=O)=O